6-chloropyridine-3,4-dicarboxylic acid ClC1=CC(=C(C=N1)C(=O)O)C(=O)O